barium manganite [Mn](=O)([O-])[O-].[Ba+2]